(3,5-bis(trifluoromethyl)phenyl)acetamide FC(C=1C=C(C=C(C1)C(F)(F)F)CC(=O)N)(F)F